5-bromo-1-(4-(5-(difluoromethyl)-1,3,4-oxadiazole-2-yl)-2-fluorobenzyl)-3-(piperidine-4-yl)-1,3-dihydro-2H-benzo[d]imidazole-2-one BrC1=CC2=C(N(C(N2C2CCNCC2)=O)CC2=C(C=C(C=C2)C=2OC(=NN2)C(F)F)F)C=C1